N-(1-(6,7-difluoro-1-oxo-1,2-dihydroisoquinolin-4-yl)ethyl)-N-methyl-1H-benzo[d]imidazole-2-carboxamide FC=1C=C2C(=CNC(C2=CC1F)=O)C(C)N(C(=O)C1=NC2=C(N1)C=CC=C2)C